4,4',4''-[(1,3,5-triazine-2,4,6-triyl)tris(imino)]tribenzoic acid tris(2-ethylhexyl) ester C(C)C(COC(C1=CC=C(C=C1)NC1=NC(=NC(=N1)NC1=CC=C(C(=O)OCC(CCCC)CC)C=C1)NC1=CC=C(C(=O)OCC(CCCC)CC)C=C1)=O)CCCC